6-bromo-4-ethyl-((2-((tert-butoxycarbonyl)amino)Ethyl)amino)-5,7-difluoroquinoline-3-carboxylic acid ethyl ester C(C)OC(=O)C=1C(=NC2=CC(=C(C(=C2C1CC)F)Br)F)NCCNC(=O)OC(C)(C)C